COC([C@@H](N(C(N([C@@H]1CN(CC1)C(=O)C1[N@@](C1)C(C1=CC=CC=C1)(C1=CC=CC=C1)C1=CC=CC=C1)C)=O)C)C(C)C)=O N-methyl-N-(methyl-((S)-1-((R)-1-tritylazacyclopropane-2-carbonyl)pyrrolidin-3-yl)carbamoyl)-L-valine methyl ester